(R)-2-phenyl-1-((3aS,4S,6S,7aR)-3a,5,5-trimethylhexahydro-4,6-methanobenzo[d][1,3,2]dioxaborol-2-yl)ethan-1-amine C1(=CC=CC=C1)C[C@H](N)B1O[C@@]2([C@H](O1)C[C@H]1C([C@@H]2C1)(C)C)C